(4-(3-(2-(ethylthio)ethoxy)oxetan-3-yl)phenyl)(4-(4-(trifluoromethyl)phenyl)piperidin-1-yl)methanone C(C)SCCOC1(COC1)C1=CC=C(C=C1)C(=O)N1CCC(CC1)C1=CC=C(C=C1)C(F)(F)F